FC(C(=O)O)(F)F.C[C@H]1[C@@H](CNC1)NS(=O)(=O)C N-[(3S,4R)-4-methylpyrrolidin-3-yl]methanesulfonamide trifluoroacetate